C1(CC1)C1=C(C=C(C=C1)C(NC(=O)C1N(CC(C1)F)C(CC1=CN=NN1)=O)C1=CC=CC=2N(C(NC21)=O)C)F N-[(4-cyclopropyl-3-fluorophenyl)(1-methyl-2-oxo-2,3-dihydro-1H-1,3-benzodiazol-4-yl)methyl]-4-fluoro-1-[2-(1H-1,2,3-triazol-5-yl)acetyl]pyrrolidine-2-carboxamide